2-(6a-methyl-8-(piperidin-4-yl)-6,6a,7,8,9,10-hexahydro-5H-pyrazino[1',2':4,5]pyrazino[2,3-c]pyridazin-2-yl)phenol CC12N(C=3C(=NN=C(C3)C3=C(C=CC=C3)O)NC1)CCN(C2)C2CCNCC2